ClC=1C=C(C=C(C1)Cl)C1=CSC=2N=C3N(CCC4=C3NC3=CC=CC=C43)C(C21)=O 3-(3,5-dichlorophenyl)-6,7-dihydrothieno[2'',3'':4',5']pyrimido[1',2':1,2]pyrido[3,4-b]indol-4(12H)-one